COC=1C=C(CN2C=CC3=C2N=CN=C3NC3=CC2=C(NC(N2)=O)C=C3)C=CC1 5-((7-(3-methoxybenzyl)-7H-pyrrolo[2,3-d]pyrimidin-4-yl)amino)-1,3-dihydro-2H-benzo[d]imidazol-2-one